(3-Chloro-5-(2,5-dihydrofuran-2-yl)phenyl)methanol ClC=1C=C(C=C(C1)C1OCC=C1)CO